(dimethylcarbamoyl)spiro[2.2]pentane-1-carboxylic acid ethyl ester C(C)OC(=O)C1(CC12CC2)C(N(C)C)=O